C(C1=CC=CC=C1)OC(C(O)CC(=O)OCC1=CC=CC=C1)=O.C(CCCCCCCCCCCCCCCCC)[Sn]CCCCCCCCCCCCCCCCCC distearyl-tin bisbenzyl-malate